C(C)C1=NC(=CC=C1N1CN(C2=CC(=CC=C2C1=O)OC(F)(F)F)C1=C(C=C(C=C1)F)C)OC 3-(2-ethyl-6-methoxypyridin-3-yl)-1-(4-fluoro-2-methylphenyl)-7-(trifluoromethoxy)-2,3-dihydroquinazolin-4(1H)-one